C1(CC1)OC1=CC(=CC(=N1)N1CCN(CC1)C(=O)OC(C)(C)C)C(F)(F)F Tert-butyl 4-[6-(cyclopropoxy)-4-(trifluoromethyl)-2-pyridyl]piperazine-1-carboxylate